Dicarboxyphenyldiphenylphosphine C(=O)(O)C=1C(=C(C=CC1)P(C1=CC=CC=C1)C1=CC=CC=C1)C(=O)O